N=1NC(NC1)=S 2,4-dihydro-[1,2,4]-triazole-3-thione